7-bromo-1-methyl-2-(trifluoromethyl)-1,4-dihydroquinolin-4-one BrC1=CC=C2C(C=C(N(C2=C1)C)C(F)(F)F)=O